N-(4-(3-((3-chlorophenethyl)amino)-2-methylpropoxy)phenyl)-N-methylmethanesulfonamide ClC=1C=C(CCNCC(COC2=CC=C(C=C2)N(S(=O)(=O)C)C)C)C=CC1